1-(4-(4-((1r,5s)-3-oxa-8-azabicyclo[3.2.1]oct-8-yl)-6-(8-oxa-5-azaspiro[3.5]nonan-5-yl)-1,3,5-triazin-2-yl)phenyl)-3-(1-oxo-1,3-dihydroisobenzofuran-5-yl)urea [C@H]12COC[C@H](CC1)N2C2=NC(=NC(=N2)N2C1(CCC1)COCC2)C2=CC=C(C=C2)NC(=O)NC=2C=C1COC(C1=CC2)=O